ethyl (S)-3-amino-3-(4-(2-methylbenzyl)phenyl)propanoate N[C@@H](CC(=O)OCC)C1=CC=C(C=C1)CC1=C(C=CC=C1)C